(S)-1-amino-3-((2-hydroxyethyl)(methyl)amino)propan-2-ol NC[C@@H](CN(C)CCO)O